4-hydroxy-3-(10-phenylanthran-9-yl)-3-penten-2-one OC(=C(C(C)=O)C=1C2=CC=CC=C2C(=C2C=CC=CC12)C1=CC=CC=C1)C